C1(CCCCC1)CC(=O)NC1=CC=C(C=C1)CCNC1=NNC(C2=CC=CC=C12)=O 2-cyclohexyl-N-(4-(2-((4-oxo-3,4-dihydro-phthalazin-1-yl)amino)ethyl)phenyl)acetamide